Cl.FC1=C(C=CC=C1)C1=CC(=CN1S(=O)(=O)C=1C=C(C=CC1)C1=CC(=CC=C1)OC)CNC 1-(5-(2-fluorophenyl)-1-((3'-methoxy-[1,1'-biphenyl]-3-yl)sulfonyl)-1H-pyrrol-3-yl)-N-methylmethanamine hydrochloride